benzyl (7-(1-(4-(2,6-dioxopiperidin-3-yl)-2-fluorophenyl)piperidin-4-yl)-7-azaspiro[3.5]nonan-2-yl)carbamate O=C1NC(CCC1C1=CC(=C(C=C1)N1CCC(CC1)N1CCC2(CC(C2)NC(OCC2=CC=CC=C2)=O)CC1)F)=O